C(CC1=CC=CC=C1)C1(CCNCC1)C1OCCC1 4-phenethyl-4-(tetrahydrofuran-2-yl)piperidine